CC(C)C1=CC=C(C=C1)S(=O)(=O)O cumenesulphonic acid